C(CCCCCCCCCCCCCCCCCCCC)(=O)OCC(CO)O 2,3-dihydroxypropan-1-yl heneicosanoate